CP(C1=C(C=C(C=C1)C1=NN(C(=C1C(=O)N)C(F)(F)F)C1=C2C=CNC(C2=CC=C1)=C=O)C(F)(F)F)C (4-(dimethylphosphino)-3-(trifluoromethyl)phenyl)-1-(1-carbonyl-1,2-dihydroisoquinolin-5-yl)-5-(trifluoromethyl)-1H-pyrazole-4-carboxamide